NC=1C=C(C=CC1C(C(F)(F)F)(C(F)(F)F)C1=C(C=C(C=C1)C)N)C 2,2-bis(3-amino-4-toluyl)hexafluoropropane